(2S,4S)-4-{[tert-butyl-(dimethyl)silyl]oxy}-2-[4-(methoxycarbonyl)phenyl]piperidine-1-carboxylic acid benzyl ester C(C1=CC=CC=C1)OC(=O)N1[C@@H](C[C@H](CC1)O[Si](C)(C)C(C)(C)C)C1=CC=C(C=C1)C(=O)OC